tert-butyl (3-amino-5-(4,4-difluoropiperidin-1-yl)-4-nitrophenyl)carbamate NC=1C=C(C=C(C1[N+](=O)[O-])N1CCC(CC1)(F)F)NC(OC(C)(C)C)=O